C(C)S(=O)(=O)C=1C(=NN(C1C1=CC=CC=C1)CCCCCCCCCCCCCCCCCCCC)C 4-(Ethylsulfonyl)-3-methyl-5-phenyl-1-cosyl-1H-pyrazole